FC1=CC(=C(C=C1)C1=NC=C(C=N1)CN)CC=1C=NN(C1)CC(C)C [2-[4-fluoro-2-[[1-(2-methylpropyl)pyrazol-4-yl]methyl]phenyl]pyrimidin-5-yl]methanamine